(2S,3S)-ethyl 3-((2-(2-chloro-5H-pyrrolo[2,3-b]pyrazin-7-yl)-7-isopropyl-7H-pyrrolo[2,3-d]pyrimidin-4-yl)amino)bicyclo[2.2.2]octane-2-carboxylate ClC=1N=C2C(=NC1)NC=C2C=2N=C(C1=C(N2)N(C=C1)C(C)C)N[C@@H]1[C@H](C2CCC1CC2)C(=O)OCC